5-(N-(2-(4-(3,4-dimethylbenzoyl)piperazin-1-yl)phenyl)-N-phenethylsulfamoyl)3-methylbenzofuran-2-carboxylic acid CC=1C=C(C(=O)N2CCN(CC2)C2=C(C=CC=C2)N(S(=O)(=O)C=2C=CC3=C(C(=C(O3)C(=O)O)C)C2)CCC2=CC=CC=C2)C=CC1C